BrC=1C=CC=2N(C1)C=NC2C(=O)NN 6-bromoimidazo[1,5-a]pyridine-1-carbohydrazide